N-(3-chloro-5-(methylsulfonyl)phenyl)-5-(5-fluoropyridin-2-yl)-1-(2-hydroxyethyl)-1H-pyrrole-3-carboxamide ClC=1C=C(C=C(C1)S(=O)(=O)C)NC(=O)C1=CN(C(=C1)C1=NC=C(C=C1)F)CCO